5-chloro-N-(2-(cyclopropanesulfonamido)ethyl)-3-((3,5-dimethylphenyl)sulfonyl)-1H-indole-2-carboxamide ClC=1C=C2C(=C(NC2=CC1)C(=O)NCCNS(=O)(=O)C1CC1)S(=O)(=O)C1=CC(=CC(=C1)C)C